O=C1NC2=CC=NC(=C2C=C1CC(=O)OC)C#C[Si](C)(C)C methyl 2-{2-oxo-5-[2-(trimethylsilyl)ethynyl]-1H-1,6-naphthyridin-3-yl}acetate